methyl 8-[1-(3,5-difluoroanilino) ethyl]-2-morpholino-4-oxo-chromene-6-carboxylate FC=1C=C(NC(C)C=2C=C(C=C3C(C=C(OC23)N2CCOCC2)=O)C(=O)OC)C=C(C1)F